FC1=CC=C(C=C1)N1CC2=CC=CC=C2CC1 2-(4-fluorophenyl)-1,2,3,4-tetrahydroisoquinoline